((4-nitrobenzyloxy)phenyl)methanol [N+](=O)([O-])C1=CC=C(COC2=C(C=CC=C2)CO)C=C1